O=C1CCCCCCCN1 ω-caprolactam